4-[7-(1,1-dimethyl-2-oxopropyl)imidazo[1,2-a]pyridin-3-yl]-2,6-dimethoxy-N-(2,2,2-trifluoroethyl)benzamide CC(C(C)=O)(C)C1=CC=2N(C=C1)C(=CN2)C2=CC(=C(C(=O)NCC(F)(F)F)C(=C2)OC)OC